N1CCC(CC1)C1=C(SC=C1)C(=O)N (piperidin-4-yl)thiophene-2-carboxamide